C1(=CC=CC=C1)CN1CC(C(C1)O)O 1-phenylmethyl-3,4-pyrrolidindiol